1,3,3-trimethylspiro-[2H-indol-2,3'-[3H]-naphth-[2,1-b]-(1,4)-oxazin] CN1C2=CC=CC=C2C(C12C=NC1=C(O2)C=CC2=CC=CC=C21)(C)C